1-(6-oxo-5-(trifluoromethyl)-1,6-dihydropyridin-3-yl)propan-2-yl 4-(3-cyanopyridin-2-yl)piperazine-1-Carboxylate C(#N)C=1C(=NC=CC1)N1CCN(CC1)C(=O)OC(CC1=CNC(C(=C1)C(F)(F)F)=O)C